C(C)(=O)OC1=C(C=C(C=C1)Cl)NC1=NC=NC(=C1)Cl 4-chloro-2-[(6-chloro-4-pyrimidinyl) amino]-phenyl acetate